ClC1=CC=C2C(=C1)NC(C21N(C(C=2N=C(N(C21)C(C)C)C2=C(C=C(C=C2)C(C)C)OC)=O)C2=C(C=CC(=C2)Cl)C)=O 6-chloro-5'-(5-chloro-2-methylphenyl)-3'-isopropyl-2'-(4-isopropyl-2-methoxyphenyl)-3'H-spiro[indoline-3,4'-pyrrolo[3,4-d]imidazole]-2,6'(5'H)-dione